S1C=NC2=C1C=C(C=C2)NC2=NC=NC1=CC(=CC(=C21)OC2CCN(CC2)C)C=2C(N(N(C2)C)C(F)F)=O 4-(4-(benzo[d]thiazol-6-ylamino)-5-((1-methylpiperidin-4-yl)oxy)quinazolin-7-yl)-2-(difluoromethyl)-1-methyl-1,2-dihydro-3H-pyrazol-3-one